(3R)-3-[2-[(4S)-4-benzyl-2-oxo-oxazolidin-3-yl]-2-oxo-1-[[4-(trifluoromethyl)phenyl]methyl]ethyl]pyrrolidine-1-carboxylic acid tert-butyl ester C(C)(C)(C)OC(=O)N1C[C@H](CC1)C(C(=O)N1C(OC[C@@H]1CC1=CC=CC=C1)=O)CC1=CC=C(C=C1)C(F)(F)F